O(C1=CC=CC=C1)C=1C=CC(=NC1)C(C(=O)N)C (5-phenoxypyridin-2-yl)propanamide